[O-2].[O-2].[O-2].[Mn+2].[Mn+2] di-manganese tri-oxide